(1S,2R)-4-(3-chloro-5-fluoro-phenoxy)-2-fluoro-7-(trifluoromethylsulfanyl)indan-1-ol ClC=1C=C(OC2=C3C[C@H]([C@H](C3=C(C=C2)SC(F)(F)F)O)F)C=C(C1)F